ClC1=C(C(=NN1C(C)C)C1=CC=CC=C1)C=O 5-CHLORO-3-PHENYL-1-(PROPAN-2-YL)-1H-PYRAZOLE-4-CARBALDEHYDE